2-chloro-N-(4-chloro-3-pyridin-2-ylphenyl)-4-methylsulfobenzamide ClC1=C(C(=O)NC2=CC(=C(C=C2)Cl)C2=NC=CC=C2)C=CC(=C1S(=O)(=O)O)C